nickel iron (2+) iron [Fe+2].[Fe+2].[Ni+2]